2-((2-ethoxyphenoxy)methyl)morpholine chloride [Cl-].C(C)OC1=C(OCC2CNCCO2)C=CC=C1